(S)-4-hydroxy-2-methylpentan-2-yl hydrogen ((R)-3-hydroxy-2-(5-(4-methoxy-3-propoxyphenyl) pyridin-3-yl) propyl) borate B(OC(C)(C[C@H](C)O)C)(O)OC[C@@H](CO)C=1C=NC=C(C1)C1=CC(=C(C=C1)OC)OCCC